11-oxo-6,11-dihydrodibenzo[b,e]oxepin-2-acetic acid O=C1C2=C(OCC3=C1C=CC=C3)C=CC(=C2)CC(=O)O